[B+3].CP([O-])(=O)C.CP([O-])(=O)C.CP([O-])(=O)C dimethylphosphinate boron